1-(2-ethyl-4-fluorophenyl)-6-fluoro-3-(6-methoxy-2-methylpyridin-3-yl)-2,3-dihydroquinazolin-4(1H)-one C(C)C1=C(C=CC(=C1)F)N1CN(C(C2=CC(=CC=C12)F)=O)C=1C(=NC(=CC1)OC)C